2-[3-(4-cyclopropylpiperazine-1-carbonyl)-5,6-dihydrocyclopenta[c]pyrazol-1(4H)-yl]-1-[4-(2,3-dimethylphenyl)piperazin-1-yl]ethan-1-one C1(CC1)N1CCN(CC1)C(=O)C=1C2=C(N(N1)CC(=O)N1CCN(CC1)C1=C(C(=CC=C1)C)C)CCC2